1-methylpyrrolidinium bromide [Br-].C[NH+]1CCCC1